FC(COCCOCCOCCOCCOCCOCC(F)F)F 1,1,20,20-tetrafluoro-3,6,9,12,15,18-hexaoxaicosane